NC1=NC(=C(C=C1C=1C=C2CCNC(C2=CC1)=O)C1=CC=C(C=C1)OC1C[C@@H](N[C@@H](C1)C)C)F 6-(2-amino-5-(4-(((2S,4s,6R)-2,6-dimethylpiperidin-4-yl)oxy)phenyl)-6-fluoropyridin-3-yl)-3,4-dihydroisoquinolin-1(2H)-one